5-(benzofuran-7-ylmethyl)-1H-imidazole O1C=CC2=C1C(=CC=C2)CC2=CN=CN2